(6-bromohexyloxy)-tert-butyldimethylsilane BrCCCCCCO[Si](C)(C)C(C)(C)C